adamantanetetra-amine C12(C(C3(CC(CC(C1)C3)C2)N)(N)N)N